FC=1C=C2C(=NC(=NC2=CC1C1=CC=CC=2CCCCC12)OCC12CCCN2CCC1)N1[C@H](CN(CC1)C(C=C)=O)C (S)-1-(4-(6-fluoro-2-((tetrahydro-1H-pyrrolizin-7a(5H)-yl)methoxy)-7-(5,6,7,8-tetrahydronaphthalen-1-yl)quinazolin-4-yl)-3-methylpiperazin-1-yl)prop-2-en-1-one